C=NN=N methylenetriazene